C1(=CC=CC2=CC=CC=C12)S(=O)(=O)NCCCNC(OC(C)(C)C)=O tert-butyl N-[3-(naphthalene-1-sulfonamido)propyl]carbamate